(1r,2S,5S)-3-((S)-2-(2-fluorophenyl)-2-hydroxyacetyl)-6,6-dimethyl-N-((S)-3-oxo-1-((S)-2-oxopyrrolidin-3-yl)-4-(trifluoromethoxy)butan-2-yl)-3-azabicyclo[3.1.0]hexane-2-carboxamide FC1=C(C=CC=C1)[C@@H](C(=O)N1[C@@H]([C@H]2C([C@H]2C1)(C)C)C(=O)N[C@@H](C[C@H]1C(NCC1)=O)C(COC(F)(F)F)=O)O